OC(C(O)(O)O)CCCCCCCCCC tetrahydroxydodecane